1-dimethylaminosulfonyl-2-(tert-butyldimethylsilyl)imidazole CN(S(=O)(=O)N1C(=NC=C1)[Si](C)(C)C(C)(C)C)C